2-(2-butoxycarbonyl-4-methylphenyl)formyloxy-1,3-propanediol C(CCC)OC(=O)C1=C(C=CC(=C1)C)C(=O)OC(CO)CO